COC=1C=C2CCN(CC2=CC1OC)C1=NC(=NC(=N1)C1=CC(=CC=C1)OC)N 4-(6,7-Dimethoxy-3,4-dihydroisoquinolin-2(1H)-yl)-6-(3-methoxyphenyl)-1,3,5-triazin-2-amine